FC=1C(=C(C=CC1F)[C@@H]1[C@@H](O[C@@]([C@@H]1C)(C(F)(F)F)C)C(=O)NC1=CC(=NC=C1)C(=O)N)OC(C)C (2R,3R,4R,5S)-4-[[3-(3,4-difluoro-2-isopropoxy-phenyl)-4,5-dimethyl-5-(trifluoromethyl)tetrahydrofuran-2-carbonyl]amino]pyridine-2-carboxamide